(2R,3R,4R,5R,6S)-2-(acetoxymethyl)-6-(allyloxy)-5-(2,2,2-trifluoroacetamido)tetrahydro-2H-pyran-3,4-diyl diacetate C(C)(=O)O[C@H]1[C@H](O[C@@H]([C@@H]([C@H]1OC(C)=O)NC(C(F)(F)F)=O)OCC=C)COC(C)=O